N-(5-chloro-4-(6-fluoroindolin-1-yl)pyrimidin-2-yl)-6-methoxy-2-methyl-1,2,3,4-tetrahydroisoquinolin-7-amine ClC=1C(=NC(=NC1)NC1=C(C=C2CCN(CC2=C1)C)OC)N1CCC2=CC=C(C=C12)F